N1(CCC1)CC=1N(C(=CN1)C1=C(C=CC=C1)O)C (2-(azetidin-1-ylmethyl)-1-methyl-1H-imidazol-5-yl)phenol